COC1=CC=C(CN2N=NC3=C2N=C(N(C3=O)CC3=CC=C(C=C3)OC)C3=C(C=C(C=C3)C3=CC=C(C=C3)C(=O)OCC)OCCN3CCCC3)C=C1 ethyl 4'-(3,6-bis(4-methoxybenzyl)-7-oxo-6,7-dihydro-3H-[1,2,3]triazolo[4,5-d]pyrimidin-5-yl)-3'-(2-(pyrrolidin-1-yl) ethoxy)-[1,1'-biphenyl]-4-carboxylate